(S)-3-amino-3-(3',5'-dimethylbiphenyl-3-yl)propionic acid ethyl ester C(C)OC(C[C@@H](C=1C=C(C=CC1)C1=CC(=CC(=C1)C)C)N)=O